C(=O)C1CCN(CC1)C1=CC=C(C=C1)/C=C/C(=O)OC methyl (E)-3-(4-(4-formylpiperidin-1-yl)phenyl)acrylate